3-(4-chloro-3-fluoro-2-methoxy-phenoxy)-5-methyl-N-(3-methylsulfonylphenyl)-6-(trifluoromethyl)pyridazine-4-carboxamide ClC1=C(C(=C(OC=2N=NC(=C(C2C(=O)NC2=CC(=CC=C2)S(=O)(=O)C)C)C(F)(F)F)C=C1)OC)F